6,7-dihydro-[1,2,4]triazolo[1,5-a]pyrimidin-5(4H)-one N1=CN=C2N1CCC(N2)=O